C(=O)(O)C(O)C(O)C(=O)O.C(C)N(C(=O)[C@H]1CN([C@@H]2CC=3C4=C(C2=C1)C=CC=C4NC3)CCC3=CC=C(C=C3)OC)CC.C(C)N(C(=O)[C@H]3CN([C@@H]4CC=1C2=C(C4=C3)C=CC=C2NC1)CCC1=CC=C(C=C1)OC)CC (6aR,9R)-N,N-diethyl-7-(4-methoxyphenethyl)-4,6,6a,7,8,9-hexahydroindolo[4,3-fg]quinoline-9-carboxamide hemitartrate